O1CC(C1)N1CC(C1)OCC1=CC=C(C=C1)NC(OCC1=CC=C(C=C1)Cl)=O 4-chlorobenzyl (4-(((1-(oxetan-3-yl)azetidin-3-yl)oxy)methyl)phenyl)carbamate